4-(8-oxo-6-thioxo-5-(4-hydroxyphenyl)-5,7-diazaspiro[3.4]oct-7-yl)-2-trifluoromethyl-benzonitrile O=C1N(C(N(C12CCC2)C2=CC=C(C=C2)O)=S)C2=CC(=C(C#N)C=C2)C(F)(F)F